tert-butyl 4-[3-[3-[(4-methoxyphenyl)methyl]-2,4-dioxo-hexahydropyrimidin-1-yl]imidazo[1,2-a]pyridin-8-yl]-1,4-diazepane-1-carboxylate COC1=CC=C(C=C1)CN1C(N(CCC1=O)C1=CN=C2N1C=CC=C2N2CCN(CCC2)C(=O)OC(C)(C)C)=O